C(C1=CC=CC=C1)OC(=O)N[C@](C(=O)OC(C)C)(CC(C)(C)C)C=1C=C2C=CC(=NC2=CC1)C(F)F isopropyl (R)-2-(((benzyloxy) carbonyl) amino)-2-(2-(difluoromethyl) quinolin-6-yl)-4,4-dimethylvalerate